N,N'-bis(4-hydroxy-2,6-dimethylphenyl)oxalamide OC1=CC(=C(C(=C1)C)NC(C(=O)NC1=C(C=C(C=C1C)O)C)=O)C